(1R,2R,4S)-3,3-diethyl-2-(thiophen-2-yl)bicyclo[2.2.1]heptan-2-ol C(C)C1([C@@]([C@@H]2CC[C@H]1C2)(O)C=2SC=CC2)CC